monosulfamic acid lanthanum [La].S(N)(O)(=O)=O